CN(CCN(C=1C(=CC(=CC1)N)N)C)C N1-(2-(dimethylamino)ethyl)-N1-methylbenzene-1,2,4-triamine